2-((2-amino-4-bromo-3-methylphenyl)thio)benzoic acid NC1=C(C=CC(=C1C)Br)SC1=C(C(=O)O)C=CC=C1